CC1=CC=CC(=N1)C1=C(N=CN1)C=1C=C2C=C(C=NC2=CC1)C1=CCC(CC1)NCC1C(OCC1)=O 3-[[[4-[6-[5-(6-methyl-2-pyridyl)-1H-imidazol-4-yl]-3-quinolyl]cyclohex-3-en-1-yl]amino]methyl]tetrahydrofuran-2-one